4-amino-3-methylbenzoic acid NC1=C(C=C(C(=O)O)C=C1)C